BrC=1C=C(C=CC1)C(C1=NN=CN1C)(C1COC1)F 3-((3-bromophenyl)-fluoro(oxetan-3-yl)methyl)-4-methyl-4H-1,2,4-triazole